O=C1CC[C@@H]2N1CCNC2 (S)-6-oxohexahydropyrrolo[1,2-a]pyrazin